C(C)(C)(C)OC(=O)N1CC(CCC1)(C(C(F)(F)F)O)[N+](=O)[O-] 3-nitro-3-(2,2,2-trifluoro-1-hydroxyethyl)piperidine-1-carboxylic acid tert-butyl ester